C1(CCCC1)C(CC#N)N1N=C2C(N(C(C=C2N2[C@H](CN([C@@H](C2)C)C(C)C=2C=C3N=CC=NC3=CC2)C)=O)C)=C1 3-cyclopentyl-3-(7-((2S,5R)-2,5-dimethyl-4-(1-(quinoxalin-6-yl)ethyl)piperazin-1-yl)-4-methyl-5-oxo-4,5-dihydro-2H-pyrazolo[4,3-b]pyridin-2-yl)propanenitrile